COC=1C=C2C(=NC=NC2=CC1OC)N1CC2CN(C(C1)C2)S(=O)(=O)NC(OC(C)(C)C)=O Tert-butyl ((3-(6,7-dimethoxyquinazolin-4-yl)-3,6-diazabicyclo[3.2.1]octan-6-yl)sulfonyl)carbamate